2-[(1-Acetyl-4-piperidyl)amino]pyridine-4-carboxylic acid C(C)(=O)N1CCC(CC1)NC1=NC=CC(=C1)C(=O)O